2-(4-chloro-3-fluorophenoxy)-N-(3-hydroxy-4-{2-[4-(trifluoromethoxy)phenyl]acetamido}bicyclo[2.2.2]octan-1-yl)acetamide ClC1=C(C=C(OCC(=O)NC23CC(C(CC2)(CC3)NC(CC3=CC=C(C=C3)OC(F)(F)F)=O)O)C=C1)F